N1-(2-(dimethylamino)ethyl)-N1-ethyl-N4-(4-(7-fluoro-1H-indol-3-yl)-5-(trifluoromethyl)pyrimidin-2-yl)benzene-1,2,4-triamine CN(CCN(C=1C(=CC(=CC1)NC1=NC=C(C(=N1)C1=CNC2=C(C=CC=C12)F)C(F)(F)F)N)CC)C